(1R,3S,5R)-N-((S)-1-(3-chloro-2-fluorophenyl)ethyl)-2-azabicyclo[3.1.0]hexane-3-carboxamide ClC=1C(=C(C=CC1)[C@H](C)NC(=O)[C@H]1N[C@@H]2C[C@@H]2C1)F